C(C)(C)=C1CC2(CC1)C(=CCCC2C)C=O 2-isopropylidene-10-methyl-spiro[4.5]-6-decene-6-carbaldehyde